9-((1s,4s)-4-(aminomethyl)cyclohexyl)-N2-(1-methylcyclobutyl)-N8-(3-(trifluoromethyl)phenyl)-9H-purine-2,8-diamine NCC1CCC(CC1)N1C2=NC(=NC=C2N=C1NC1=CC(=CC=C1)C(F)(F)F)NC1(CCC1)C